methyl 3-methoxy-4-(5-{4'-methyl-[1,1'-biphenyl]-3-yl}thiophene-2-sulfonamido)benzoate COC=1C=C(C(=O)OC)C=CC1NS(=O)(=O)C=1SC(=CC1)C=1C=C(C=CC1)C1=CC=C(C=C1)C